C(C)(C)(C)OC(=O)N(CC(C(=O)OC)C1=C(C=C(C=C1)F)OC)C Methyl 3-((tert-butoxycarbonyl)(methyl)amino)-2-(4-fluoro-2-methoxyphenyl)propanoate